4-bromo-2,2-dimethylthieno[2,3-g]quinolin-3(2H)-one 1,1-dioxide BrC1=C2C(=CC=3C=CC=NC13)S(C(C2=O)(C)C)(=O)=O